C(C)(C)(C)C=1NN2C(=CC(C(=C2)C2CC2)=O)C1 2-(Tert-butyl)-6-cyclopropyl-5-oxopyrazolo[1,5-a]pyridin